1-benzyl-5-(4-bromobutoxy)pyridine C(C1=CC=CC=C1)N1CC=CC(=C1)OCCCCBr